methyl 4-((4-bromo-2-fluorophenyl)sulfonamido)-3-methoxybenzoate BrC1=CC(=C(C=C1)S(=O)(=O)NC1=C(C=C(C(=O)OC)C=C1)OC)F